C(C)(C)(C)OC(=O)N1CC(C1)N1CCN(CC1)C1=CC=C(C=C1)C=1C=2N(C=C(C1)Br)N=CC2C#N 3-(4-(4-(6-bromo-3-cyanopyrazolo[1,5-a]pyridin-4-yl)phenyl)piperazin-1-yl)azetidine-1-carboxylic acid tert-butyl ester